C(C)(C)OC(=O)N1[C@H](CN(CC1)CC1=C(C(=CC(=C1)C)NC=1OC(=NN1)[C@H]1NCCC1)C)C (2S)-4-[[2,5-dimethyl-3-[[5-[(2S)-pyrrolidin-2-yl]-1,3,4-oxadiazol-2-yl]amino]phenyl]methyl]-2-methyl-piperazine-1-carboxylic acid isopropyl ester